CNC1=CC(=C(C=C1)Br)Br N-methyl-3,4-dibromoaniline